tributyl-(2-methylpyrazolo[3,4-c]pyridin-5-yl)stannane C(CCC)[Sn](C1=CC=2C(C=N1)=NN(C2)C)(CCCC)CCCC